(2R)-4,4-Difluoro-N-{4-[3-(3-fluoroanilino)-6,6-dimethyl-4-oxo-4,5,6,7-tetrahydro-1H-pyrrolo[3,2-c]pyridin-2-yl]pyridin-2-yl}-2-(4-fluorophenyl)butanamid FC(C[C@@H](C(=O)NC1=NC=CC(=C1)C1=C(C=2C(NC(CC2N1)(C)C)=O)NC1=CC(=CC=C1)F)C1=CC=C(C=C1)F)F